trans-4-(4-Methoxyphenyl)-3-methyl-5-{[(methylsulfonyl)oxy]methyl}piperidine-1-carboxylate COC1=CC=C(C=C1)C1C(CN(CC1COS(=O)(=O)C)C(=O)[O-])C